tert-Butyl 1-hydroxy-3,6,9,12-tetraoxapentadecan-15-oate OCCOCCOCCOCCOCCC(=O)OC(C)(C)C